4-((2-bromo-5-methoxy-4-nitrophenoxy)methyl)-1-methylpiperidine BrC1=C(OCC2CCN(CC2)C)C=C(C(=C1)[N+](=O)[O-])OC